spiro[cyclobutane-1,6'-pyrano[3,4-d]imidazole] N1C=NC=2C1=CC1(OC2)CCC1